N-[trans-(7RS,9RS)-3-cyclopropyl-9-(ethylcarbamoylamino)-5-(2-methylpropylsulfamoyl)-8,9-dihydro-7H-cyclopenta[h]isoquinolin-7-yl]pyridine-3-carboxamide C1(CC1)C=1N=CC2=C3C(=CC(=C2C1)S(NCC(C)C)(=O)=O)[C@@H](C[C@H]3NC(NCC)=O)NC(=O)C=3C=NC=CC3 |r|